C(CCCCCCC\C=C/CCCCCCCC)(=O)OCCCCCCC(CCCCCCOC(CCCCCCC\C=C/CCCCCCCC)=O)(O)CCCCN(CCC)CCC 7-(4-(dipropylamino)butyl)-7-hydroxytridecane-1,13-diyl dioleate